4-isobutyl-5-oxo-4,5-dihydropyrazolo[1,5-a]pyrimidine-6-carboxamide C(C(C)C)N1C=2N(C=C(C1=O)C(=O)N)N=CC2